C(CCCCCCCC)(=O)OCCSSCCOC(N(CCC(OCCC#C)=O)CCCN(C)C)=O 9-(3-(dimethylamino)propyl)-8,12-dioxo-7,13-dioxa-3,4-dithia-9-azaheptadec-16-yn-1-yl nonanoate